CC(C)(C)OC(=O)N1CCCC1CN 2-(aminomethyl)-1-N-Boc-pyrrolidine